potassium 9,10-dihydroxyoctadecenoate OC(CCCCCC=CC(=O)[O-])C(CCCCCCCC)O.[K+]